COC=1C=C(CCNC(=O)COC(CCC)=O)C=CC1OC butyric acid (3,4-dimethoxyphenethylcarbamoyl)-methyl ester